C(CCCCCCCCC)(=O)NCC(=O)N1C(CCC1)C(=O)N 1-(2-decanoylaminoacetyl)pyrrolidine-2-carboxamide